N,N'-diphenyl-N,N'-bis-[4-(di(m-tolyl)-amino)-phenyl]-biphenyl-4,4'-diamine C1(=CC=CC=C1)N(C1=CC=C(C=C1)C1=CC=C(C=C1)N(C1=CC=C(C=C1)N(C=1C=C(C=CC1)C)C=1C=C(C=CC1)C)C1=CC=CC=C1)C1=CC=C(C=C1)N(C=1C=C(C=CC1)C)C=1C=C(C=CC1)C